FC=1C=C(C=2C3=C(C(NC2C1)(C)C)N=CO3)C 7-fluoro-4,4,9-trimethyl-4,5-dihydrooxazolo[4,5-c]quinoline